C(C#C)N1CCCCC1 1-(prop-2-yn-1-yl)piperidine